2-(2,6-dioxopiperidin-3-yl)-5-(2-(2-(2-(2-((7-nitro-10H-phenothiazin-3-yl)oxy)ethoxy)ethoxy)ethoxy)ethoxy)isoindoline-1,3-dione O=C1NC(CCC1N1C(C2=CC=C(C=C2C1=O)OCCOCCOCCOCCOC=1C=CC=2NC3=CC=C(C=C3SC2C1)[N+](=O)[O-])=O)=O